C1(CC(C(CC1)C(C)C)OC(CCCC(=O)[O-])=O)C Monomenthylglutarat